(((1-(6-chloro-9H-carbazol-2-yl))ethyl)-1,2,4-oxadiazolyl)-2-methylaniline ClC=1C=C2C=3C=CC(=CC3NC2=CC1)C(C)C1=NC(=NO1)NC1=C(C=CC=C1)C